C(CCCCCCC\C=C/CCCCCC)(=O)OCCCCCCCC\C=C\CCCCCCCC elaidyl palmitoleate